O1CCOC2=C1C=CC(=C2)C(CN2N=C(C(=C2C(=O)OC)COC)C(=O)OC)=O Dimethyl 1-[2-(2,3-dihydro-1,4-benzodioxin-6-yl)-2-oxoethyl]-4-(methoxymethyl)-1H-pyrazole-3,5-dicarboxylate